C(C1=CC=CC=C1)N1C(SC=C1CC)=N 3-benzyl-4-ethylthiazol-2(3H)-imine